NC1=C(C=C(C=N1)B(O)O)C 6-AMINO-5-METHYLPYRIDINE-3-BORONIC ACID